C(C)(C)[C@@H]1COCCN1C[C@@H](C)[C@H]1CC[C@H]2\C(\CCC[C@]12C)=C\C=C1C[C@H](C[C@@H](C1)O)O (1R,3R)-5-(2-((1R,3aS,7aR,E)-1-((S)-1-((R)-3-isopropylmorpholino)propan-2-yl)-7a-methyl-octahydro-4H-inden-4-ylidene)ethylidene)cyclohexane-1,3-diol